The molecule is a stilbenoid that is trans-resveratrol in which one of the meta-hydroxy groups is converted to the corresponding methyl ether. It derives from a trans-resveratrol. COC1=CC(=CC(=C1)O)/C=C/C2=CC=C(C=C2)O